O=C1NC(CCC1C=1C=C(CN2CCC(CC2)N2CCN(CC2)C2=C(C=C(C=C2)NC(C2=CC(=C(C=C2)C)C#CC2=CN=C3N2N=CC=C3)=O)C(F)(F)F)C=CC1)=O N-(4-(4-(1-(3-(2,6-dioxopiperidin-3-yl)benzyl)piperidin-4-yl)piperazin-1-yl)-3-(trifluoromethyl)phenyl)-3-(imidazo[1,2-b]pyridazin-3-ylethynyl)-4-methylbenzamide